hexane-1,6-diylbis(hexahydro-2-oxo-1H-azepine-1-carboxamide) C(CCCCCC1C(N(CCCC1)C(=O)N)=O)C1C(N(CCCC1)C(=O)N)=O